C(C)N1CC2CCC(C1)N2 3-ethyl-3,8-diazabicyclo[3.2.1]octane